[Os].[Rh].[Ir].[Bi].[Pt] platinum bismuth iridium rhodium osmium